myristyl-3-(3,5-di-tert-butyl-4-hydroxyphenyl)propionic amide C(CCCCCCCCCCCCC)C(C(=O)N)CC1=CC(=C(C(=C1)C(C)(C)C)O)C(C)(C)C